1-Chloro-6-(trifluoromethyl)phthalazine ClC1=NN=CC2=CC(=CC=C12)C(F)(F)F